BrC=1C2=C(C=NC1)C(CCO2)N 8-bromo-3,4-dihydro-2H-pyrano[3,2-c]pyridine-4-amine